5-sulfonaphtho[1,2-b]thiophene-2-carboxylic acid S(=O)(=O)(O)C1=CC2=C(SC(=C2)C(=O)O)C2=CC=CC=C12